(3S,4R)-4-(2,6-difluoro-4-methoxyphenyl)-3-({5-[4-(difluoromethyl)phenyl]-1,3,4-oxadiazol-2-yl}amino)pyrrolidin-2-one FC1=C(C(=CC(=C1)OC)F)[C@H]1[C@@H](C(NC1)=O)NC=1OC(=NN1)C1=CC=C(C=C1)C(F)F